5-chloro-4-(1-methyl-1H-benzo[d]imidazol-6-yl)-N-(4-(4-methylpiperazin-1-yl)phenyl)pyrimidin-2-amine ClC=1C(=NC(=NC1)NC1=CC=C(C=C1)N1CCN(CC1)C)C=1C=CC2=C(N(C=N2)C)C1